5-Amino-3-[4-[[(2-methoxybenzoyl)amino]methyl]phenyl]-1-[2-methyltetrahydrofuran-3-yl]pyrazole-4-carboxamide NC1=C(C(=NN1C1C(OCC1)C)C1=CC=C(C=C1)CNC(C1=C(C=CC=C1)OC)=O)C(=O)N